difluoro-2-(3-(2-(methylsulfonyl)ethoxy)phenyl)acetamide FC(C(=O)N)(C1=CC(=CC=C1)OCCS(=O)(=O)C)F